C(=O)(O)CCCCCCCCCCCCCCCO[C@]1(O[C@H]([C@@H]([C@H](C1)O)NC(CO)=O)[C@@H]([C@@H](CNC(CC1=CC=C(C=C1)Cl)=O)O)O)C(=O)O (2R,4S,5R,6R)-2-((15-carboxypentadecyl)oxy)-6-((1R,2R)-3-(2-(4-chlorophenyl)acetamido)-1,2-dihydroxypropyl)-4-hydroxy-5-(2-hydroxyacetamido)tetrahydro-2H-pyran-2-carboxylic acid